FCC1(CC1)OC1=NN(C=C1[N+](=O)[O-])COCC[Si](C)(C)C 3-(1-(fluoromethyl)cyclopropoxy)-4-nitro-1-((2-(trimethylsilyl)ethoxy)methyl)-1H-pyrazole